(4-chloro-2-methyl-1,3-benzothiazol-6-yl)hydrazine ClC1=CC(=CC2=C1N=C(S2)C)NN